N1(CCCC1)C1=NC=CC(=N1)C1=CC=2C=NC(=CC2N1)NC1CCOCC1 2-(2-(Pyrrolidin-1-yl)pyrimidin-4-yl)-N-(tetrahydro-2H-pyran-4-yl)-1H-pyrrolo[3,2-c]pyridin-6-amine